N[SiH](N)CC(C)OCC1CO1 amino-2-glycidoxypropyl-aminosilane